N-acryloxypyrrolidone C(C=C)(=O)ON1C(CCC1)=O